O[C@@H]1[C@H](C2=CC=CC=C2C1)NC1=N\C(\C(N1C)=O)=C/C=1C=C2C=NNC2=CC1 (5Z)-2-[[(1S,2S)-2-Hydroxyindan-1-yl]amino]-5-(1H-indazol-5-ylmethylene)-3-methyl-imidazol-4-one